[Si](C)(C)(C(C)(C)C)OC[C@H]1N(C(CC1)=O)C(=O)OCC1=CC=CC=C1 benzyl (S)-2-(((tert-butyldimethylsilyl) oxy) methyl)-5-oxopyrrolidine-1-carboxylate